1,3-difluoro-2-isopropoxy-5-propyl-benzene FC1=C(C(=CC(=C1)CCC)F)OC(C)C